C1(CC1)S(=O)(=O)C=1C=C(OC[C@H](CN[C@H]2COC3(C2)CCN(CC3)S(=O)(=O)C3=CNC2=CC=CC=C2C3=O)O)C=CC1 3-((R)-3-((S)-3-(3-(Cyclopropylsulfonyl)phenoxy)-2-hydroxy-propylamino)-1-oxa-8-azaspiro[4.5]decan-8-ylsulfonyl)chinolin-4(1H)-on